4-isobutylpiperazin C(C(C)C)N1CCNCC1